(1s,4s)-4-(8-(2-chloro-6-fluoro-3-methylphenylamino)-2-(tetrahydro-2H-pyran-4-ylamino)-9H-purin-9-yl)cyclohexanecarboxamide ClC1=C(C(=CC=C1C)F)NC=1N(C2=NC(=NC=C2N1)NC1CCOCC1)C1CCC(CC1)C(=O)N